1-aminomethyl(tripropoxysilane) NC[Si](OCCC)(OCCC)OCCC